NC1=C(C=CC(=C1)CN1CCN(CC1)C=1C(=NC(=CC1)C(NC)=O)C)C1=C(N=CN1)C(=O)OC methyl 5-(2-amino-4-((4-(2-methyl-6-(methylcarbamoyl)pyridin-3-yl)piperazin-1-yl)methyl)phenyl)-1H-imidazole-4-carboxylate